(R)-5-((pyridin-2-yloxy)methyl)pyrrolidin-2-one N1=C(C=CC=C1)OC[C@H]1CCC(N1)=O